N-(1-phenylcyclobutane-1-carbonyl)-O-(3-(2-(5,6,7,8-tetrahydro-1,8-naphthyridin-2-yl)ethyl)cyclobutyl)homoserine C1(=CC=CC=C1)C1(CCC1)C(=O)N[C@@H](CCOC1CC(C1)CCC1=NC=2NCCCC2C=C1)C(=O)O